2-[[4-[4-(hydroxy)piperidin-1-yl]-6-[4-(methoxycarbonyl)-1-piperidinyl]-2-pyrimidinyl]amino]-4-methyl-5-thiazolecarboxylic acid ethyl ester C(C)OC(=O)C1=C(N=C(S1)NC1=NC(=CC(=N1)N1CCC(CC1)O)N1CCC(CC1)C(=O)OC)C